BrC(COCC)=C(CCO[Si](C)(C)C)Br 2,3-dibromo-1-ethoxy-5-(trimethylsiloxy)pent-2-ene